C(C1=CC=CC=C1)OC=1C=CC2=C(C(=C(O2)C)C(=O)NC2CNC(C2)=O)C1 5-(benzyloxy)-2-methyl-N-(5-oxopyrrolidin-3-yl)benzofuran-3-carboxamide